N(=C=O)C1=C(C=CC(=C1)N=C=O)CC1=C(C=CC(=C1)N=C=O)C 2,4-diisocyanato-1-[(5-isocyanato-2-methylphenyl)methyl]benzol